C(#N)C[C@@H]1N(CCN(C1)C1=NC(=NC2=C(C(=CC=C12)C1=CC=CC2=CC=C(C(=C12)C#C)F)F)OCC12CCCN2CCC1)C(=O)OC(C)(C)C tert-butyl (S)-2-(cyanomethyl)-4-(7-(8-ethynyl-7-fluoronaphth-1-yl)-8-fluoro-2-((tetrahydro-1H-pyrrolizin-7a(5H)-yl)methoxy)quinazolin-4-yl)piperazine-1-carboxylate